CC1=NN(C(=C1)C)C1=CC(=NC(=N1)C=1OC(=CC1)C)NC(N(CC)CC1=CC=C(C(=O)NO)C=C1)=O 4-((3-(6-(3,5-dimethyl-1H-pyrazol-1-yl)-2-(5-methylfuran-2-yl)pyrimidin-4-yl)-1-ethylureido)methyl)-N-hydroxybenzoamide